8-(1-hydroxyethyl)-6-methyl-2-(morpholin-4-yl)quinoline-4-carbonitrile OC(C)C=1C=C(C=C2C(=CC(=NC12)N1CCOCC1)C#N)C